Isopentyl 2-(benzo[c][1,2,5]thiadiazole-4-sulfonamido)-4,5-dimethylthiophene-3-carboxylate N=1SN=C2C1C=CC=C2S(=O)(=O)NC=2SC(=C(C2C(=O)OCCC(C)C)C)C